[Se]1C=NN=C1 1,3,4-selenadiazole